[NH4+].[Fe]=S ferrous sulfide, ammonium salt